(E)-4-(difluoromethyl)-1,2,4-triazole FC(N1C=NN=C1)F